5-(4-((3-ethyl-5-fluoro-2,4-dioxo-1,2,3,4-tetrahydroquinazolin-7-yl)methyl)piperazin-1-yl)-N,6-dimethylpicolinamide C(C)N1C(NC2=CC(=CC(=C2C1=O)F)CN1CCN(CC1)C=1C=CC(=NC1C)C(=O)NC)=O